Hexafluoroleucin FC(C(C[C@H](N)C(=O)O)C(F)(F)F)(F)F